2-deutero-5-[(2r,6s)-2-methyl-6-[(6-piperazin-1-yl-spiro[1H-isobenzofuran-3,3'-azetidine]-1'-yl)methyl]morpholin-4-yl]quinoline-8-carbonitrile [2H]C1=NC2=C(C=CC(=C2C=C1)N1C[C@H](O[C@H](C1)CN1CC2(C1)OCC1=CC(=CC=C12)N1CCNCC1)C)C#N